3-(acryloyloxy)-2-hydroxypropyl-trimethyl-ammonium chloride [Cl-].C(C=C)(=O)OCC(C[N+](C)(C)C)O